2-(2-(6-chlorohexyloxy)ethoxy)ethylamine ClCCCCCCOCCOCCN